C(C(C)(C)C)(=O)CC(C(C)(C)C)=O dipivaloylmethane